tris(ethoxy)silicon C(C)O[Si](OCC)OCC